ClC1=C(C(=CC=C1)Cl)C1CN(C1)C1=CC=C(CN2CCC(CC2)C(=O)OC)C=C1 methyl 1-(4-(3-(2,6-dichlorophenyl) azetidin-1-yl) benzyl)-piperidine-4-carboxylate